N-(2-bromopyridin-4-yl)-N-(2,2-difluoroethyl)-6-fluoro-1-methyl-[1,2,4]Triazolo[4,3-a]Quinazolin-5-amine BrC1=NC=CC(=C1)N(C1=NC=2N(C3=CC=CC(=C13)F)C(=NN2)C)CC(F)F